((6-(4-cyano-3-fluorophenyl)pyridin-3-yl)methyl)(methyl)carbamic acid tert-butyl ester C(C)(C)(C)OC(N(C)CC=1C=NC(=CC1)C1=CC(=C(C=C1)C#N)F)=O